3-CHLORO-2-METHYLBENZALDEHYDE ClC=1C(=C(C=O)C=CC1)C